(3-((5-(4,6-dichloropyrimidin-5-yl)pyridin-2-yl)methyl)-1,2,3-oxadiazol-3-ium-5-yl)((3-(trifluoromethyl)phenyl)carbamoyl)amide ClC1=NC=NC(=C1C=1C=CC(=NC1)C[N+]1=NOC(=C1)[N-]C(NC1=CC(=CC=C1)C(F)(F)F)=O)Cl